C(C)(C)(C)OC(=O)N[C@H](C(=O)OCCl)CCC(=O)OCCl 1,5-Dichloromethyl (2S)-2-{[(tert-butoxy)carbonyl]amino}pentanedioate